C(C1=CC=CC=C1)[C@@H]1N(C(OC1)=O)C(C[C@@H]1C(C1)(F)F)=O (S)-4-Benzyl-3-(2-((S)-2,2-difluorocyclopropyl)acetyl)oxazolidin-2-one